FC=1C=C(C=CC1F)C(C=1NC(=C(N1)S(=O)(=O)Cl)C)NC1=NC(=C(C=C1)F)C 2-((3,4-difluorophenyl)((5-fluoro-6-methylpyridin-2-yl)amino)methyl)-5-methyl-1H-imidazole-4-sulfonyl chloride